2,4-di-t-dodecylphenol CCCCCCCCCC(C)(C)C1=CC(=C(C=C1)O)C(C)(C)CCCCCCCCC